[Cl-].C(=CC)[P+](C1=CC=CC=C1)(C1=CC=CC=C1)C1=CC=CC=C1 propenyl-triphenyl-phosphonium chloride